2-(methylsulfonylamino)acetic acid CS(=O)(=O)NCC(=O)O